8-bromo-3,9-difluoro-6H-isochromeno[3,4-b]pyridine BrC=1C(=CC2=C(C1)COC1=NC(=CC=C12)F)F